ClC=1C=NC(=NC1)CC=1C(=NC(=NC1)S(=O)(=O)C)C1=CC(=C(C=C1)F)F 5-[(5-chloropyrimidin-2-yl)methyl]-4-(3,4-difluorophenyl)-2-methylsulfonyl-pyrimidine